C(C)(C)C=1C(C(C(CC1)O)O)O 4-isopropyl-4-cyclohexene-1,2,3-triol